3-bromo-4-[[(6-chloropyridin-3-yl)methyl](2,2-difluoroethyl)amino]furan-2(5H)-one BrC=1C(OCC1N(CC(F)F)CC=1C=NC(=CC1)Cl)=O